NC1=NC=NN2C1=CC=C2C=2C=CC(=C(C2)NC(=O)N2OCC[C@H]2C2=CC=CC=C2)C (S)-N-(5-(4-aminopyrrolo[2,1-f][1,2,4]triazin-7-yl)-2-methylphenyl)-3-phenylisoxazolidine-2-carboxamide